potassium 5-sulfoisophthalate salt S(=O)(=O)(O)C=1C=C(C=C(C(=O)[O-])C1)C(=O)[O-].[K+].[K+]